C1=C2C=3C=CC=C(C3N3C2=C(C=C1)C1=CC=CC=C13)S indolo[3,2,1-jk]carbazole-9-thiol